ClC1=NC(=NC(=C1C#N)N1CCOC[C@](C1)(C)O)SC |o1:14| 4-chloro-6-[(6R or S)-6-hydroxy-6-methyl-1,4-oxazepan-4-yl]-2-(methylsulfanyl)pyrimidine-5-carbonitrile